C(C)(=O)OI(C1=CC=CC=C1)OC(C)=O [acetoxy (phenyl)-λ3-iodanyl] acetate